COC1=CC(=C(C(=C1C(\C=C\C1=CC=CC2=CC=CC=C12)=O)OCOC)CC=C(C)C)OCOC (E)-1-(6-methoxy-2,4-bis(methoxymethoxy)-3-(3-methylbut-2-en-1-yl)phenyl)-3-(naphthalen-1-yl)prop-2-en-1-one